COC1=C(C=CC=C1)C1=NC(=NC=C1)NC1=CC=C2C(=NC=NC2=C1)N1CCN(CC1)C N-(4-(2-methoxyphenyl)pyrimidin-2-yl)-4-(4-methylpiperazin-1-yl)quinazolin-7-amine